3-ethyl-7-methoxyquinoxaline C(C)C=1C=NC2=CC(=CC=C2N1)OC